2-(3-(1-(2-hydroxyethyl)-5-(pentan-3-ylcarbamoyl)-1H-pyrazol-3-yl)phenyl)-N-(2-methylpentane-3-yl)oxazole-5-carboxamide OCCN1N=C(C=C1C(NC(CC)CC)=O)C=1C=C(C=CC1)C=1OC(=CN1)C(=O)NC(C(C)C)CC